iodopropylbutylcarbamate ICCCOC(NCCCC)=O